(3R)-2'-{6-amino-5-[(1R)-1-(pyridin-4-yl)ethoxy]pyridin-3-yl}-N-cyclobutyl-5',6'-dihydrospiro[pyrrolidine-3,4'-pyrrolo[1,2-b]pyrazole]-1-carboxamide NC1=C(C=C(C=N1)C=1C=C2N(N1)CC[C@]21CN(CC1)C(=O)NC1CCC1)O[C@H](C)C1=CC=NC=C1